ClC=1C=C2C(=NC1)N(N=C2C=2C=NC=CC2)C 5-chloro-1-methyl-3-(pyridin-3-yl)-1H-pyrazolo[3,4-b]pyridine